(S)-4-benzyloxazolin-2-one C(C1=CC=CC=C1)C1=NC(OC1)=O